11-mercaptoundecane-1,2-diol SCCCCCCCCCC(CO)O